FC1(CN(CC[C@@H]1OC([2H])([2H])[2H])C1=NC=CC(=N1)NC=1N=CC2=C(C=CC(=C2C1)C(C)C)N1CC(C1)CS(=O)(=O)C)F N-{2-[(4S)-3,3-difluoro-4-(2H3)methoxypiperidin-1-yl]pyrimidin-4-yl}-8-[3-(methanesulfonylmeth-yl)azetidin-1-yl]-5-(propan-2-yl)isoquinolin-3-amine